C(C)(C)(C1=CC=CC=C1)C1=C(OC2=C(C=C(C(=C2)OC2=C(C=C(C=C2)C(C)(C)C2=CC=CC=C2)C(C)(C)C2=CC=CC=C2)[N+](=O)[O-])[N+](=O)[O-])C=CC(=C1)C(C)(C)C1=CC=CC=C1 4,6-bis-(2,4-dicumylphenoxy)-1,3-dinitrobenzene